B(O[C@H](CC(C)C)NC(CN1N=C(C=C1C1=CC=CC=C1)C1=CC(=CC=C1)OCCN1CCN(CC1)C)=O)([O-])[O-] (R)-(3-methyl-1-(2-(3-(3-(2-(4-methylpiperazin-1-yl) ethoxy) phenyl)-5-phenyl-1H-pyrazol-1-yl) acetamido) butyl) borate